O1C2=C(C=C1)C(=CC=C2)C(=O)O benzo[b]furan-4-carboxylic acid